CN1C(C(=C(C2=CC=C(C=C12)N(C1COCC1)C)N1CCC(CC1)C=1OC2=C(N1)C=C(C=C2)C)C#N)=O 1-methyl-4-[4-(5-methyl-1,3-benzoxazol-2-yl)piperidin-1-yl]-7-[methyl(oxolan-3-yl)amino]-2-oxo-1,2-dihydroquinoline-3-carbonitrile